(E)-4-(((4-((2-(aminomethyl)-3-fluoroallyl)oxy)phenyl)sulfonyl)methyl)-N,N-dimethylbicyclo[2.2.2]octane-1-carboxamide NC/C(/COC1=CC=C(C=C1)S(=O)(=O)CC12CCC(CC1)(CC2)C(=O)N(C)C)=C\F